2-aminoethanoate NCC(=O)[O-]